2-[2,3-difluoro-4-[8-[4-[4-[(3S,4S)-3-hydroxypiperidine-4-carbonyl]piperazine-1-carbonyl]-3-methyl-anilino]imidazo[1,2-a]pyrazin-3-yl]phenoxy]acetonitrile formate C(=O)O.FC1=C(OCC#N)C=CC(=C1F)C1=CN=C2N1C=CN=C2NC2=CC(=C(C=C2)C(=O)N2CCN(CC2)C(=O)[C@@H]2[C@@H](CNCC2)O)C